C(C)C1=CC=C(C(=N1)F)C1=C(C=NN1C1CCOCC1)C(=O)N[C@@H]1C(NC2=C(C(=N1)C1=CC=CC=C1)C=CC=C2)=O 5-(6-Ethyl-2-fluoropyridin-3-yl)-1-(oxan-4-yl)-N-[(3S)-2-oxo-5-phenyl-1,3-dihydro-1,4-benzodiazepin-3-yl]pyrazole-4-carboxamide